(2s,6r)-4-(2-hydroxyethyl)-2,6-dimethylpiperidine-1-carboxylic acid tert-butyl ester C(C)(C)(C)OC(=O)N1[C@H](CC(C[C@H]1C)CCO)C